(S)-2-((1R,3S)-3-(3-cyanophenoxy)cyclobutyl)-3-oxo-2,3,5,6,7,8-hexahydro-[1,2,4]triazolo[4,3-a]pyridine-5-carboxylic acid C(#N)C=1C=C(OC2CC(C2)N2N=C3N([C@@H](CCC3)C(=O)O)C2=O)C=CC1